N-(4-(piperidin-4-yl)phenyl)-5,7-dihydro-6H-pyrrolo[3,4-b]pyridine-6-carboxamide hydrochloride Cl.N1CCC(CC1)C1=CC=C(C=C1)NC(=O)N1CC2=NC=CC=C2C1